N1C(=CC2=CC=CC=C12)C(=O)N1CC=2N(CC1)N=CC2C(=O)NC2(CC2)C(F)(F)F 5-(1H-indole-2-carbonyl)-N-[1-(trifluoromethyl)cyclopropyl]-4H,5H,6H,7H-pyrazolo[1,5-a]pyrazine-3-carboxamide